(S)-2-(2-fluoro-6-methyl-4-((R)-3-(trifluoromethyl)morpholino)benzamido)-3-(4-(1-methyl-2,4-dioxo-1,2,5,7-tetrahydrofuro[3,4-d]pyrimidin-3(4H)-yl)phenyl)propanoic acid FC1=C(C(=O)N[C@H](C(=O)O)CC2=CC=C(C=C2)N2C(N(C3=C(C2=O)COC3)C)=O)C(=CC(=C1)N1[C@H](COCC1)C(F)(F)F)C